C1(=CC=CC=C1)N1[C@H](CCC1)C=1N=C(SC1)NC1=NC=CC=C1OCC1=CC=NC=C1 (R)-4-(1-phenylpyrrolidin-2-yl)-N-(3-(pyridin-4-ylmethoxy)pyridin-2-yl)thiazol-2-amine